B(O)(O)CCC=1C(=C(C(=O)O)C(=CC1)OC1CN(C1)C([C@H](N)C(C)(C)S)=O)O 3-(2-Boronoethyl)-2-hydroxy-6-{[1-(3-sulfanyl-D-valyl)azetidin-3-yl]oxy}benzoic acid